COC(=O)C=1CNN=CC1.FC=1C=C(C=CC1)N1C=C(C=CC1=O)NC(=O)C12CC3CC(CC(C1)C3)C2 (3r,5r,7r)-N-(1-(3-fluorophenyl)-6-oxo-1,6-dihydropyridin-3-yl)adamantane-1-carboxamide Methyl-2,3-dihydropyridazine-4-carboxylate